(4-chloro-1-oxo-5-(piperidin-4-yl)isoindolin-2-yl)piperidine-2,6-dione HCl salt Cl.ClC1=C2CN(C(C2=CC=C1C1CCNCC1)=O)N1C(CCCC1=O)=O